α-isopropylacrylonitrile C(C)(C)C(C#N)=C